p-(3-mercaptopropoxy)benzenecarboximidamide SCCCOC1=CC=C(C=C1)C(N)=N